methyl-3-(piperidine-4-yl)quinoline CC1=NC2=CC=CC=C2C=C1C1CCNCC1